FC1(COC1)C1=CC(=NO1)C(=O)NC1C[C@H]2CC[C@@H](C1)N2S(=O)(=O)CC2CCN(CC2)C(=O)OCC2=CC=CC=C2 benzyl 4-((((1R,3r,5S)-3-(5-(3-fluorooxetan-3-yl)isoxazole-3-carboxamido)-8-azabicyclo[3.2.1]octan-8-yl)sulfonyl)methyl)piperidine-1-carboxylate